3-(thiazol-5-yl)aniline S1C=NC=C1C=1C=C(N)C=CC1